CC(C)CC(C)NC1=CC=C(C=C1)NC2=CC=CC=C2 N-1,3-dimethylbutyl-N'-phenyl-p-phenylendiamine